ethyl 4-(3-hydroxy-3-thiazol-2-yl-but-1-ynyl)-2,6-dimethyl-7-oxo-1H-pyrrolo[2,3-c]pyridine-3-carboxylate OC(C#CC=1C2=C(C(N(C1)C)=O)NC(=C2C(=O)OCC)C)(C)C=2SC=CN2